7-amino-4-cyano-8-(3-hydroxy-2,6-dimethylphenyl)-8H-pyrrolo[3,2-e][1,2,4]triazolo[1,5-a]pyridine-6-carboxamide NC1=C(C=2C=C(C=3N(C2N1C1=C(C(=CC=C1C)O)C)N=CN3)C#N)C(=O)N